1,3-diphenyltriazine C1=CC=C(C=C1)NN=NC2=CC=CC=C2